ICC12OCC(C1)(C2)COCC2=CC=C(C=C2)OC (iodomethyl)-4-(((4-methoxybenzyl)oxy)methyl)-2-oxabicyclo[2.1.1]hexane